2-(methoxymethyl)-1,4-bis[(2-methylpropan-2-yl)oxycarbonyl]piperazine-2-carboxylic acid COCC1(N(CCN(C1)C(=O)OC(C)(C)C)C(=O)OC(C)(C)C)C(=O)O